1,4-bis(2-(4-biphenylyl)benzyl)benzene C1(=CC=C(C=C1)C1=C(CC2=CC=C(C=C2)CC2=C(C=CC=C2)C2=CC=C(C=C2)C2=CC=CC=C2)C=CC=C1)C1=CC=CC=C1